C(C)N1CCC(CC1)(F)C=1NC(C2=C(N1)C=NC(=C2)C=2C=C(C=1N(C2)C=C(N1)C)F)=O 2-(1-ethyl-4-fluoropiperidin-4-yl)-6-(8-fluoro-2-methylimidazo[1,2-a]pyridin-6-yl)pyrido[3,4-d]pyrimidin-4(3H)-one